7-ethyl-4-(6-fluoro-2'-(methoxymethyl)-4'-(6-methoxypyridazin-3-yl)-[1,1'-biphenyl]-3-yl)-7H-imidazo[4,5-c]Pyridazine C(C)N1C=NC2=C1N=NC=C2C=2C=C(C(=CC2)F)C2=C(C=C(C=C2)C=2N=NC(=CC2)OC)COC